FC1=C(C=CC=C1F)CN1C(CCC1=O)CC(=O)NS(=O)(=O)C(C)C 2-[1-[(2,3-difluorophenyl)methyl]-5-oxopyrrolidin-2-yl]-N-isopropylsulfonylacetamid